(4-phenylphenoxy)-aluminium C1(=CC=CC=C1)C1=CC=C(O[Al])C=C1